N-(2-{4-[(1,3-Benzothiazol-2-yloxy)methyl]piperidin-1-yl}-2-[4-(difluoromethyl)-1,3-thiazol-5-yl]ethyl)-2-chloro-6-fluorobenzamid S1C(=NC2=C1C=CC=C2)OCC2CCN(CC2)C(CNC(C2=C(C=CC=C2F)Cl)=O)C2=C(N=CS2)C(F)F